C(C)(C)(C)C1=CC(=CC=C1O)CC(C)C 6-tert-butyl-4-isobutylphenol